ClC1=CC(=C(C=C1)B(O)O)OC (4-chloro-2-methoxyphenyl)boronic acid